rac-(3aR,4S,5S,6R,7aS)-5-(methoxycarbonyl)-6-(4-(methylamino)phenyl)octahydrobenzofuran-4-carboxylic acid COC(=O)[C@H]1[C@@H](C[C@H]2[C@H](CCO2)[C@@H]1C(=O)O)C1=CC=C(C=C1)NC |r|